F.C(=CCCCCCCCCCCCCCCCC)N octadecene-1-amine hydrofluoride